BrC=1N=CC=2N(C1)C=C(N2)C 6-bromo-2-methylimidazo[1,2-a]pyrazine